10-chloro-2-(3-fluorophenyl)[1,2,4]triazolo[1,5-c]quinazolin ClC=1C=2C=3N(C=NC2C=CC1)N=C(N3)C3=CC(=CC=C3)F